Cl.N1[C@@H](CCC1)C(C)(C)O (S)-2-(pyrrolidin-2-yl)propan-2-ol hydrochloride